FC=1C=C(C=C(C1F)F)C=1N=NN(C1)[C@@H]1[C@H]([C@@H](SC2=CC=C(C=C2)Br)O[C@@H]([C@@H]1O)CO)O 4-Bromophenyl 3-deoxy-3-[4-(3,4,5-trifluorophenyl)-1H-1,2,3-triazol-1-yl]-1-thio-α-D-galactopyranoside